C(C=C)[Si](C1=CC=CC2=CC=CC=C12)(C)CC=C diallyl-methylnaphthyl-silane